tert-Butyl (2-(3-(((7-(1-(tetrahydro-2H-pyran-2-yl)-1H-pyrazol-4-yl)-2,3-di-hydrofuro[3,2-c]pyridin-4-yl)amino)methyl)benzamido)-4,5,6,7-tetrahydrobenzo[d]-thiazol-6-yl)carbamate O1C(CCCC1)N1N=CC(=C1)C=1C2=C(C(=NC1)NCC=1C=C(C(=O)NC=3SC4=C(N3)CCC(C4)NC(OC(C)(C)C)=O)C=CC1)CCO2